C(C=C)(=O)N1C[C@H]2N(C(C=3C=C(C(=C4C(=CN(C34)CC2)Cl)C2=CC=C(C=3SC(=C(C32)C#N)N)F)F)=O)CC1 (S)-4-((S)-10-Acryloyl-4-chloro-2-fluoro-14-oxo-8,8a,9,10,11,12-hexahydro-7H,14H-pyrazino[1',2':5,6][1,5]diazocino[3,2,1-hi]indol-3-yl)-2-amino-7-fluorobenzo[b]thiophene-3-carbonitrile